F[C@@H]1[C@H](C2=C(N(C=C2C(F)(F)F)C=2C(=C(C#N)C=CC2)F)[C@@H]1F)O (4S,5R,6S)-(5,6-difluoro-4-hydroxy-3-(trifluoromethyl)-5,6-dihydro-cyclopenta[b]pyrrol-1(4H)-yl)-2-fluorobenzonitrile